ClC1=CC2=C(N(C(N=C2N2[C@H](CN([C@@H](C2)C)C(C=C)=O)C)=O)C2=C(C=CC=C2C(C)C)CN(C)C)N=C1C1=C(C=CC=C1)F 6-chloro-1-[2-[(dimethyl-amino)methyl]-6-isopropyl-phenyl]-4-[(2S,5R)-2,5-dimethyl-4-prop-2-enoyl-piperazin-1-yl]-7-(2-fluoro-phenyl)pyrido[2,3-d]pyrimidin-2-one